FC1=CC(=CC2=C1N(C=N2)C)OC2=C(C=C(C=C2)NC2=NC=NC1=C2N=C(N=C1)OC1CC(C1)N(C(C=C)=O)C)C N-((1s,3s)-3-((8-((4-((7-fluoro-1-methyl-1H-benzo[d]imidazol-5-yl)oxy)-3-methylphenyl)amino)pyrimido[5,4-d]pyrimidin-2-yl)oxy)cyclobutyl)-N-methylacrylamide